COCCNC(=O)C1=CC2=C(N(C(=N2)NC=2SC3=C(N2)C=C(C=C3)OC(F)(F)F)C)C=C1 1-Methyl-2-(5-trifluoromethoxy-benzothiazol-2-ylamino)-1H-benzimidazole-5-carboxylic acid (2-methoxy-ethyl)-amide